(2R)-N-((S)-(3-chloro-4-fluorophenyl)(1-(2,2,2-trifluoroethyl)piperidin-4-yl)methyl)-2-methyl-3-oxopiperazine-1-carboxamide ClC=1C=C(C=CC1F)[C@@H](NC(=O)N1[C@@H](C(NCC1)=O)C)C1CCN(CC1)CC(F)(F)F